ethyl 4-nitro-1H-imidazole-2-carboxylate [N+](=O)([O-])C=1N=C(NC1)C(=O)OCC